CN1N=CC(=C1C)S(=O)(=O)N1CCC(=CC1)C1=NC=C(C=C1C)C#N 1'-((1,5-dimethyl-1H-pyrazol-4-yl)sulfonyl)-3-methyl-1',2',3',6'-tetrahydro-[2,4'-bipyridine]-5-carbonitrile